3-(3-Methoxy-1,1-dimethylpropyl)sulfanylundecanal COCCC(C)(C)SC(CC=O)CCCCCCCC